N[C@@H]1CN(CCC1)C1=CC(=NC=C1C=1C=CC2=C(OCCN2C)C1)NC1=NC(=NC=C1)C1=C(C=CC=C1OC)F (S)-N-(4-(3-aminopiperidin-1-yl)-5-(4-methyl-3,4-dihydro-2H-benzo[b][1,4]oxazin-7-yl)pyridin-2-yl)-2-(2-fluoro-6-methoxyphenyl)pyrimidin-4-amine